OC1=C(C=O)C=CC(=C1)OC 2-hydroxy-4-methoxybenzaldehyde